propenyl-tributylammonium hydroxide [OH-].C(=CC)[N+](CCCC)(CCCC)CCCC